CC1CC(SO1)C(=O)[O-] 5-methyloxthiolaneAt